[1-(2-phenylacetyl)azetidin-3-yl] N-[1-[4-(2,6-dioxo-3-piperidyl)-3,5-difluoro-phenyl]azetidin-3-yl]carbamate O=C1NC(CCC1C1=C(C=C(C=C1F)N1CC(C1)NC(OC1CN(C1)C(CC1=CC=CC=C1)=O)=O)F)=O